tert-butyl 4-{[(6R)-2,2-difluoro-6-[2-(3-methoxyazetidin-1-yl)-6-(methoxycarbonyl)pyridin-3-yl]-7-azaspiro[3.5]nonan-7-yl]methyl}-5-methoxy-7-methylindole-1-carboxylate FC1(CC2(C1)C[C@@H](N(CC2)CC2=C1C=CN(C1=C(C=C2OC)C)C(=O)OC(C)(C)C)C=2C(=NC(=CC2)C(=O)OC)N2CC(C2)OC)F